ClC1=C(C=C(OCC(=O)NC23CC(C2)(C3)C(=O)NCC3=NC=CC(=C3)C)C=C1)F 3-[2-(4-chloro-3-fluorophenoxy)acetamido]-N-[(4-methylpyridin-yl)methyl]bicyclo[1.1.1]pentane-1-carboxamide